[C@H]12CN(C[C@H](CC1)N2)C2=NC(=NC1=C(C(=C(C=C21)Cl)C=2C=C(N)C=CC2C(F)(F)F)F)OC[C@]21CCCN1C[C@@H](C2)F 3-(4-((1R,5S)-3,8-diazabicyclo[3.2.1]oct-3-yl)-6-chloro-8-fluoro-2-(((2R,7aS)-2-fluorotetrahydro-1H-pyrrolizin-7a(5H)-yl)methoxy)quinazolin-7-yl)-4-(trifluoromethyl)aniline